ClC=1C(=C2C(=NC1)NC(=N2)C2=CC=C(C=C2)N2CCN(CC2)CCCCOC)NC2CCN(CC2)C 6-Chloro-2-{4-[4-(4-methoxybutyl)piperazin-1-yl]phenyl}-N-(1-methylpiperidin-4-yl)-3H-imidazo[4,5-b]pyridin-7-amine